S(=O)(=O)(O)C=1N=NN=NC1C Sulfo-6-methyl-tetrazine